4-piperidone benzenesulfonate salt C1(=CC=CC=C1)S(=O)(=O)O.N1CCC(CC1)=O